P(=O)([O-])([O-])[O-].C(C)(C)[Al+3]C(C)C diisopropylaluminum phosphate